BrC=1C=NN(C1)C=1C=C(OC2CCN(CC2)C(=O)OC(C)(C)C)C=CC1 tert-butyl 4-(3-(4-bromo-1H-pyrazol-1-yl)phenoxy)piperidine-1-carboxylate